C1(=CC=CC=C1)C12CC3C(C(CC(C1)C3)C2)C#N trans-5-phenyladamantane-2-carbonitrile